(S)-1-(2-fluoro-6-((2-hydroxyethyl)amino)benzyl)-3,4-dimethyl-2-oxo-N-(2,4,6-trifluorobenzyl)-1,2,3,4-tetrahydroquinazoline-7-carboxamide hydrochloride Cl.FC1=C(CN2C(N([C@H](C3=CC=C(C=C23)C(=O)NCC2=C(C=C(C=C2F)F)F)C)C)=O)C(=CC=C1)NCCO